(3-methoxypropyl)-4-piperidone COCCCN1CCC(CC1)=O